2-(6-{5-chloro-2-[(oxan-4-yl)amino]pyrimidin-4-yl}-1-oxo-2,3-dihydro-1H-isoindol-2-yl)-N-(oxan-4-yl)acetamide ClC=1C(=NC(=NC1)NC1CCOCC1)C1=CC=C2CN(C(C2=C1)=O)CC(=O)NC1CCOCC1